C(#N)C1CC(C1)(CC1=NN=CN1C)C=1C=C(C=CC1)NC(=O)C=1C=2N(C=C(C1)CN[C@@H](C)C1CCCC1)C=CN2 N-(3-((1r,3S)-3-cyano-1-((4-methyl-4H-1,2,4-triazol-3-yl)methyl)cyclobutyl)phenyl)-6-((((S)-1-cyclopentylethyl)amino)methyl)imidazo[1,2-a]pyridine-8-carboxamide